[Si](C)(C)(C(C)(C)C)OCC=1C=C(C=CC1)[C@H]1C[C@H]([C@H]2[C@@H]1OC(O2)(C)C)N2C=C(C1=C2N=C(N=C1Cl)Cl)Br 7-[(3aS,4R,6R,6aR)-6-(3-{[(tert-butyldimethylsilyl)oxy]methyl}phenyl)-2,2-dimethyl-tetrahydro-3aH-cyclopenta[d][1,3]dioxol-4-yl]-5-bromo-2,4-dichloropyrrolo[2,3-d]pyrimidine